Tert-butyl 2-(4-((4-(6-chloropyridazin-4-yl)phenyl)amino)piperidin-1-yl)acetate ClC1=CC(=CN=N1)C1=CC=C(C=C1)NC1CCN(CC1)CC(=O)OC(C)(C)C